FC(C(=O)O)(F)F.N1C(=NC2=C1C=CC=C2)C2=CC=C(OC\C(\CN)=C/F)C=C2 (Z)-2-(4-(1H-benzimidazol-2-yl)phenoxymethyl)-3-fluoroallylamine trifluoroacetate